m-[6-(1-{[6-(methoxyphenylmethyl)-2-pyridinyl]methyl}-1H-1,2,3-triazol-4-yl)-2-(2-phenoxyacetylamino)-4-pyrimidinyl]benzonitrile COC(C1=CC=CC(=N1)CN1N=NC(=C1)C1=CC(=NC(=N1)NC(COC1=CC=CC=C1)=O)C=1C=C(C#N)C=CC1)C1=CC=CC=C1